tetradecyl fluoro orthocarbonate C(OCCCCCCCCCCCCCC)(OF)([O-])[O-]